COC[C@@H]1C[C@@H](CC1)C1=NC2=CC=C(C=C2C=C1)CN1C[C@H](CC1)OC=1C=C2CN(C(C2=CC1)=O)C1C(NC(CC1)=O)=O 3-(5-(((S)-1-((2-((1R,3S)-3-(Methoxymethyl)cyclopentyl)quinolin-6-yl)methyl)pyrrolidin-3-yl)oxy)-1-oxoisoindolin-2-yl)piperidine-2,6-dione